N[C@@H]1C2=CC=C(C=C2CC12CCN(CC2)C2=NC(=C(N=C2)SC2=C(C(=NC=C2)N(C)C)Cl)N)C(=O)O (S)-1-amino-1'-(6-amino-5-((3-chloro-2-(dimethylamino)pyridin-4-yl)thio)pyrazin-2-yl)-1,3-dihydrospiro[indene-2,4'-piperidine]-5-carboxylic acid